C(C)N1C2=NC(=NC(=C2N=C1N1CC(N(CC1)C)=O)N1CCCCC1)N1N=C(C(=C1)C1=CC=CC=C1)OC 4-(9-ethyl-2-(3-methoxy-4-phenyl-1H-pyrazol-1-yl)-6-(piperidin-1-yl)-9H-purin-8-yl)-1-methylpiperazin-2-one